nickel-chromium-molybdenum [Mo].[Cr].[Ni]